OC(=O)C(F)(F)F.FC1=C(CN(CCN2C3CC(CC2CC3)C=3C=C(C(=O)N)C=CC3)C(C(C)(C)O)=O)C(=CC=C1)F 3-endo-(8-{2-[(2,6-difluorobenzyl)-(2-hydroxy-2-methylpropionyl)-amino]ethyl}-8-azabicyclo[3.2.1]oct-3-yl)-benzamide TFA salt